(6-(trifluoromethyl)-1-(4-(trifluoromethyl)phenyl)-1,4-dihydroimidazo[1,5-a]pyrimidin-3-yl)methanol FC(C1=NC=C2N1CC(=CN2C2=CC=C(C=C2)C(F)(F)F)CO)(F)F